3-(4-(trifluoromethoxy)phenyl)-1,2,4-oxadiazol-5-amine FC(OC1=CC=C(C=C1)C1=NOC(=N1)N)(F)F